COCN1C=2C=CC=CC2C=2C3=C(C(=CC12)C)CC3=O 5-(methoxymethyl)-3-methyl-2,5-dihydro-1H-cyclobuta[c]carbazol-1-one